C(C)(=O)N1CCN(CC1)S(=O)(=O)C1=CC=C(C=O)C=C1 4-[(4-acetylpiperazin-1-yl)sulfonyl]benzaldehyde